(1,3-dichloro-9,9-dimethylacridin-2-one-7-yl) phosphate P(=O)(OC1=CC=C2N=C3C=C(C(C(=C3C(C2=C1)(C)C)Cl)=O)Cl)([O-])[O-]